O=S1(CCC(CC1)NC1=C2C=C(N(C2=CC=C1)CC(F)(F)F)C#CCNC=1C=CC(=NC1)C(=O)NCCO)=O 5-[(3-{4-[(1,1-dioxo-1λ6-thian-4-yl)amino]-1-(2,2,2-trifluoroethyl)-1H-indol-2-yl}prop-2-yn-1-yl)amino]-N-(2-hydroxyethyl)pyridine-2-carboxamide